[Si](C)(C)(C(C)(C)C)O[C@@H](C/C=C/C(=O)N[C@@H](C(=O)OC)CC1=CC(=C(C=C1)OC)Cl)[C@@H](\C=C\C1=NN(C=C1)C)C methyl (R)-2-((2E,5S,6R,7E)-5-((tert-butyldimethylsilyl)oxy)-6-methyl-8-(1-methyl-1H-pyrazol-3-yl)octa-2,7-dienamido)-3-(3-chloro-4-methoxyphenyl)propanoate